FC=1C=C(C(=C(C1)[C@@H](C(=O)O)N(CC[C@H](CC1CCN(CC1)C)C1=CC(=CC=C1)C(F)(F)F)C)C1CCC(CC1)OC(F)(F)F)C (S)-2-(5-fluoro-3-methyl-2-((1r,4S)-4-(trifluoromethoxy)cyclohexyl)phenyl)-2-(methyl((S)-4-(1-methylpiperidin-4-yl)-3-(3-(trifluoromethyl)phenyl)butyl)amino)acetic acid